2-Hydroxyethyl-(S,E)-(1-((1-((7-((2,4-difluorobenzyl)-oxy)-5-fluoro-1H-indol-2-yl)methyl)-2-oxo-1,2-dihydropyridin-3-yl)amino)-1,7-dioxo-7-(pyrrolidin-1-yl)hept-5-en-2-yl)carbamat OCCOC(N[C@H](C(=O)NC=1C(N(C=CC1)CC=1NC2=C(C=C(C=C2C1)F)OCC1=C(C=C(C=C1)F)F)=O)CC\C=C\C(N1CCCC1)=O)=O